COC=1C=C2C(C=C(OC2=C(C1)C(C)NC1=C(C(=O)O)C=CC=C1)C1=CC2=CN(N=C2C=C1)C)=O 2-((1-(6-methoxy-2-(2-methyl-2H-indazol-5-yl)-4-oxo-4H-chromen-8-yl)ethyl)amino)benzoic acid